Cyclopropyl-[(5S)-7,7-dideutero-5-phenyl-5,6-dihydropyrrolo[1,2-b][1,2,4]triazol-2-yl]methanone C1(CC1)C(=O)C=1N=C2N(N1)[C@@H](CC2([2H])[2H])C2=CC=CC=C2